S(C)(=O)(=O)O.C(C)(C)(C)OC(=O)N1C[C@@H]2[C@H](C1)CC(C2)NC (3aR,5S,6aS)-5-(methylamino)hexahydrocyclopenta[c]pyrrole-2(1H)-carboxylic acid tert-butyl ester mesylate